(1R,3S)-3-(4,4-diethyl-2-imino-6-oxo-hexahydropyrimidin-1-yl)-N-[(1R,2R)-2-hydroxyindan-1-yl]-1-methoxy-indane-5-carboxamide C(C)C1(NC(N(C(C1)=O)[C@H]1C[C@H](C2=CC=C(C=C12)C(=O)N[C@H]1[C@@H](CC2=CC=CC=C12)O)OC)=N)CC